dimethyl-[[4-[[3-(4-methylphenyl)8,9-dihydro-7H-benzo[7]annulene-6-carbonyl]amino]phenyl]methyl]-(oxan-4-yl)azanium C[N+](C1CCOCC1)(CC1=CC=C(C=C1)NC(=O)C1=CC2=C(CCC1)C=CC(=C2)C2=CC=C(C=C2)C)C